(Z)-2-(5-((3-(3,5-bis(trifluoromethyl)phenyl)-1H-1,2,4-triazol-1-yl)methylene)-3-methyl-2,4-dioxoimidazolin-1-yl)acetic acid FC(C=1C=C(C=C(C1)C(F)(F)F)C1=NN(C=N1)\C=C/1\C(N(C(N1CC(=O)O)=O)C)=O)(F)F